3-(2,3-diamino-5-fluoropyridin-4-yl)-3,8-diazabicyclo[3.2.1]octane-8-carboxylic acid tert-butyl ester C(C)(C)(C)OC(=O)N1C2CN(CC1CC2)C2=C(C(=NC=C2F)N)N